BrC1=CC(=C(C=C1)C(CNCC1OCCCC1)O)C (4-bromo-2-methylphenyl)-2-(((tetrahydro-2H-pyran-2-yl)-methyl)amino)ethanol